C1(CC1)C=1C2=C(C(N(C1)C1=CC(=CC=C1)C1(COC1)CC1=NN=CN1C)=O)N(C(=C2)CN2CC(C(CC2)(F)F)C)S(=O)(=O)C2=CC=C(C=C2)C 4-cyclopropyl-2-[(4,4-difluoro-3-methyl-1-piperidinyl)methyl]-6-[3-[3-[(4-methyl-1,2,4-triazol-3-yl)methyl]oxetan-3-yl]phenyl]-1-(p-tolylsulfonyl)pyrrolo[2,3-c]pyridin-7-one